(E)-2-(1-Ethylpiperidin-3-yl)-N-((1,2,3,5,6,7-hexahydro-s-indacen-4-yl)carbamoyl)ethensulfonamid C(C)N1CC(CCC1)/C=C/S(=O)(=O)NC(NC1=C2CCCC2=CC=2CCCC12)=O